O.C(C)(=O)[O-].[Ca+2].C(C)(=O)[O-] calcium acetate, monohydrate